N-benzyl-N,N,N-tributylammonium 2-ethylhexanoate C(C)C(C(=O)[O-])CCCC.C(C1=CC=CC=C1)[N+](CCCC)(CCCC)CCCC